N-(3-(azetidin-1-yl)-quinolin-5-yl)-3-meth-ylpyridine-2-sulfonamide N1(CCC1)C=1C=NC2=CC=CC(=C2C1)NS(=O)(=O)C1=NC=CC=C1C